6-(2-Hydroxyethyl)-12-(2-((2-hydroxyhexyl)thio)ethyl)heptadecan-9-one OCCC(CCCCC)CCC(CCC(CCCCC)CCSCC(CCCC)O)=O